2,3-dimethyl-1,3-hexadiene CC(=C)C(=CCC)C